OCCNC(\C=C\C=1N=CNC1)=O (E)-N-(2-hydroxyethyl)-3-(1H-imidazol-4-yl)acrylamide